COC(CCC(=O)C=1SC(=C(C1)Br)Br)=O 4-(4,5-dibromothiophen-2-yl)-4-oxobutanoic acid methyl ester